C(C)(C)(C)OC(=O)N(C(OC(C)(C)C)=O)C1=NC=C(C=N1)[N+](=O)[O-] tert-butyl (tert-butoxycarbonyl)(5-nitropyrimidin-2-yl)carbamate